BrC1=NC(=C(C=C1OC(F)F)Cl)OC 2-bromo-5-chloro-3-(difluoromethoxy)-6-methoxypyridine